N-(2,5-dimethylphenyl)-6-methyl-4-[(1-methylcyclopropyl)amino]furo[2,3-d]pyrimidine-5-carboxamide CC1=C(C=C(C=C1)C)NC(=O)C1=C(OC=2N=CN=C(C21)NC2(CC2)C)C